The molecule is a dicarboxylic acid monoanion. It is a conjugate base of a cyclobutane-1,1-dicarboxylic acid. It is a conjugate acid of a cyclobutane-1,1-dicarboxylate(2-). C1CC(C1)(C(=O)O)C(=O)[O-]